CN(CCN(C1=CC(=C(C=C1[N+](=O)[O-])NC1=NC=CC(=N1)N1C(N(C2=C1C=CC=C2)C)=O)OC)C)C 1-(2-(4-((2-(dimethylamino)ethyl)(methyl)amino)-2-methoxy-5-nitrophenylamino)pyrimidin-4-yl)-3-methyl-1H-benzo[d]imidazol-2(3H)-one